chloro(crotyl)(tri-tert-butylphosphine) palladium (II) [Pd+2].ClC(C(C)(C)P(C(C)(C)C)C(C)(C)C)CC=CC